C(=C)OC1=CC=C(C2=CC=CC=C12)OC=C 1,4-divinyloxynaphthalene